ClC=1C=C(C=CC1)C#CCN1C(C=C(C=C1C)C=1OC(=NN1)C(F)F)=O 1-(3-(3-chlorophenyl)prop-2-yn-1-yl)-4-(5-(difluoromethyl)-1,3,4-oxadiazol-2-yl)-6-methylpyridin-2(1H)-one